CN1C(=NN=C1C)C1=CC(=C(C=C1)NC=1N=CC2=C(N1)C(=NC(=C2)C)NC2CCOCC2)OCC N2-(4-(4,5-dimethyl-4H-1,2,4-triazol-3-yl)-2-ethoxyphenyl)-6-methyl-N8-(tetrahydro-2H-pyran-4-yl)pyrido[3,4-d]pyrimidine-2,8-diamine